2-({4-[(2,6-dioxopiperidin-3-yl)carbamoyl]-1,2-dimethyl-1H-1,3-benzodiazol-6-yl}oxy)acetic acid hydrochloride Cl.O=C1NC(CCC1NC(=O)C1=CC(=CC=2N(C(=NC21)C)C)OCC(=O)O)=O